tert-Butyl 2-[4-[4-[2-[(1RS)-1-(6,7-dihydro-5H-pyrrolo[1,2-c]imidazol-1-yl)-2-oxo-2-(thiazol-2-ylamino)ethyl]-7-fluoro-3-oxo-isoindolin-5-yl]phenyl]-1-piperidyl]acetate C1(=C2N(C=N1)CCC2)[C@H](C(NC=2SC=CN2)=O)N2CC1=C(C=C(C=C1C2=O)C2=CC=C(C=C2)C2CCN(CC2)CC(=O)OC(C)(C)C)F |r|